NC=1C=C(C=C2C=C(C=C(C12)S(=O)(=O)[O-])S(=O)(=O)[O-])S(=O)(=O)O.[Na+].[Na+] disodium 8-aminonaphthalene-1,3,6-trisulfonate